ClC1=C(C=C(C=2C([C@@]3([C@@H](CC(C=C3OC)=O)C)OC21)=O)OC)C#N (2S,5'R)-7-chloro-1',4-dimethoxy-5'-methyl-3,3'-dioxo-spiro[benzofuran-2,6'-cyclohexene]-6-carbonitrile